N[C@@H]([C@@H](C(=O)N1[C@@H](C[C@@H](C1)C)C(=O)OC)O)CC(C)C Methyl (2S,4S)-1-((2S,3R)-3-amino-2-hydroxy-5-methylhexanoyl)-4-methylpyrrolidine-2-carboxylate